N1(N=CN=C1)C1=CC=C(C=N1)C(C)=O 1-(6-(1H-1,2,4-triazol-1-yl)pyridin-3-yl)ethanone